N-((5-fluoro-2,3-dihydrobenzofuran-4-yl)methyl)-8-(1-methyl-1H-benzo[d]imidazol-4-yl)-[1,2,4]triazolo[4,3-c]pyrimidin-5-amine FC=1C=CC2=C(CCO2)C1CNC1=NC=C(C=2N1C=NN2)C2=CC=CC=1N(C=NC12)C